FC(C=1N=C2N(C(=CC=C2)NC2CCC(CC2)N)C1)(F)F (1S,4S)-N1-(2-(Trifluoromethyl)imidazo[1,2-a]pyridin-5-yl)cyclohexane-1,4-diamine